(R)-2-(3-(5-(3-hydroxy-1-methyl-2-oxopyrrolidin-3-yl)isoxazol-3-yl)phenyl)-5-(pyrrolidin-1-ylmethyl)thiazole-4-carboxylic acid methyl ester COC(=O)C=1N=C(SC1CN1CCCC1)C1=CC(=CC=C1)C1=NOC(=C1)[C@]1(C(N(CC1)C)=O)O